tert-Butyl 4-[5-[(1S)-1-[(2S,4R)-4-hydroxy-2-[[(1S)-1-[4-(4-methylthiazol-5-yl)phenyl]ethyl]carbamoyl]pyrrolidine-1-carbonyl]-2-methyl-propyl]isoxazol-3-yl]piperazine-1-carboxylate O[C@@H]1C[C@H](N(C1)C(=O)[C@@H](C(C)C)C1=CC(=NO1)N1CCN(CC1)C(=O)OC(C)(C)C)C(N[C@@H](C)C1=CC=C(C=C1)C1=C(N=CS1)C)=O